P(=O)(O)([O-])[O-].[Fe+3] iron (iii) monohydrogen phosphate